ClC=1C=C2CN(CC2=CC1[N+](=O)[O-])C(CC[C@@]1(C(NC(N1)=O)=O)C1CC1)=O (S)-5-(3-(5-chloro-6-nitroisoindolin-2-yl)-3-oxopropyl)-5-cyclopropylimidazole-2,4-dione